4-benzyl-1,2,3-thiadiazole-5-carboxylic acid 4-tert-butylphenyl ester C(C)(C)(C)C1=CC=C(C=C1)OC(=O)C1=C(N=NS1)CC1=CC=CC=C1